O1C2=C(OCC1)C=C(C=C2)C=2C=CC=C1C(=NC=NC21)OC2=CC(=C(CNC(CO)(CO)C)C(=C2)OC)OC 2-((4-((8-(2,3-dihydrobenzo[b][1,4]dioxin-6-yl)quinazolin-4-yl)oxy)-2,6-dimethoxybenzyl)amino)-2-methylpropane-1,3-diol